2-((2-(5-(((tert-butyldimethylsilyl)oxy)methyl)isoquinolin-3-yl)-6,7-dihydro-5H-cyclopenta[d]pyrimidin-4-yl)(methyl)amino)-N-(6-methylpyridin-3-yl)acetamide [Si](C)(C)(C(C)(C)C)OCC1=C2C=C(N=CC2=CC=C1)C=1N=C(C2=C(N1)CCC2)N(CC(=O)NC=2C=NC(=CC2)C)C